COC1=CC=C(C=C1)C1=NN2C(=NC=3C=CC=CC3C2=N1)N[C@H](C)C(=O)NCCN1CCOCC1 N2-[2-(4-methoxyphenyl)[1,2,4]triazolo[1,5-c]quinazolin-5-yl]-N-[2-(morpholin-4-yl)ethyl]-D-alaninamide